CC=1C=CC=2N(C3=CC=C(C=C3C2C1)C)C1=C(C(=C(C(=C1N1C2=CC=C(C=C2C=2C=C(C=CC12)C)C)N1C2=CC=C(C=C2C=2C=C(C=CC12)C)C)N1C2=CC=C(C=C2C=2C=C(C=CC12)C)C)C=1C=NC=CC1)C=1SC2=C(N1)C=CC=C2 2-(2,3,4,5-tetrakis(3,6-dimethyl-9H-carbazol-9-yl)-6-(pyridin-3-yl)phenyl)benzo[d]thiazole